Isopropyl 2-((2-methoxy-4-(methyl((1-methylpyrrolidin-2-yl)methyl)amino)-5-nitrophenyl)amino)-4-(1-methyl-1H-indol-3-yl)pyrimidine-5-carboxylate COC1=C(C=C(C(=C1)N(CC1N(CCC1)C)C)[N+](=O)[O-])NC1=NC=C(C(=N1)C1=CN(C2=CC=CC=C12)C)C(=O)OC(C)C